2-chloro-6-(4-methoxybenzyl)-5,8-dihydro-1,6-naphthyridin-7(6H)-one ClC1=NC=2CC(N(CC2C=C1)CC1=CC=C(C=C1)OC)=O